4-((4-(3-amino-2-chlorophenyl)-2,3-dihydro-1H-inden-1-yl)oxy)-5-chloro-3-fluoro-2-methoxybenzaldehyde NC=1C(=C(C=CC1)C1=C2CCC(C2=CC=C1)OC1=C(C(=C(C=O)C=C1Cl)OC)F)Cl